1-([1,2,4]triazolo[3,4-a]isoquinolin-7-yl)-5-(trifluoromethyl)-1H-pyrazole-4-carboxylic acid ethyl ester C(C)OC(=O)C=1C=NN(C1C(F)(F)F)C1=C2C=CN3C(C2=CC=C1)=NN=C3